ClC1=NC=C(C(=C1)N1CC(CC1)(C)CO)I (1-(2-chloro-5-iodopyridin-4-yl)-3-methylpyrrolidin-3-yl)methanol